((benzyloxy)(phenoxy)phosphoryl)-L-alanine isopropyl ester C(C)(C)OC([C@@H](NP(=O)(OC1=CC=CC=C1)OCC1=CC=CC=C1)C)=O